3-{[(4-cyanophenyl)carbamoyl]amino}-3-(2-methoxyphenyl)propionic acid C(#N)C1=CC=C(C=C1)NC(=O)NC(CC(=O)O)C1=C(C=CC=C1)OC